FC(C=1C=C(C=C(C1)C(F)(F)F)[C@@H](C)N(C(=O)N1[C@H](CNCC1)C1=C(C=C(C=C1)F)C)C)(F)F (2S)-N-[(1R)-1-[3,5-bis(trifluoromethyl)phenyl]ethyl]-2-(4-fluoro-2-methylphenyl)-N-methylpiperazine-1-carboxamide